C(C)(C)(C)OC(=O)N1CC2(C1)CN(CC2)C2=NC(=NC1=C(C(=C(C=C21)Cl)Br)F)OC2CCN(CC2)C 6-(7-bromo-6-chloro-8-fluoro-2-((1-methylpiperidin-4-yl)oxy)quinazolin-4-yl)-2,6-diazaspiro[3.4]octane-2-carboxylic acid tert-butyl ester